FC(C[C@](C(=O)O)(C)NC(=O)C1=CC(=C2N1CCC1=CC(=C(C=C21)C=2N=NN(N2)C)OC)C=C(C)C)(F)F (S)-4,4,4-trifluoro-2-(8-methoxy-9-(2-methyl-2H-tetrazol-5-yl)-1-(2-methylprop-1-en-1-yl)-5,6-dihydropyrrolo[2,1-a]isoquinoline-3-carboxamido)-2-methylbutanoic acid